FC(CCS(=O)(=O)NC1=C(C=C(C=C1)C1=CC2=C(N=C(N=C2)SC)N(C1=O)C(C)C)F)(F)F 3,3,3-Trifluoro-N-(2-fluoro-4-(8-isopropyl-2-(methylthio)-7-oxo-7,8-dihydropyrido[2,3-d]pyrimidin-6-yl)phenyl)propane-1-sulfonamide